3-(2-oxopropyl)-1H-indole-6-carboxylic acid methyl ester COC(=O)C1=CC=C2C(=CNC2=C1)CC(C)=O